(1S,3R,4S)-N-((S)-1-cyano-2-((S)-2-oxopyrrolidin-3-yl)ethyl)-2-((R)-3-cyclobutyl-2-(2,2,2-trifluoroacetamido)propanoyl)-5,5-difluoro-2-azabicyclo[2.2.2]octane-3-carboxamide C(#N)[C@H](C[C@H]1C(NCC1)=O)NC(=O)[C@@H]1N([C@@H]2CC([C@H]1CC2)(F)F)C([C@@H](CC2CCC2)NC(C(F)(F)F)=O)=O